C(C)(C)(C)OC(NC1CC2(C1)CCN(CC2)C2=C(C=C(C=C2)NC2=NC=C(C(=N2)NC2=C(C=CC=C2)P(=O)(C)C)OC)C)=O tert-butyl-7-(4-(4-(2-(dimethylphosphoryl)phenylamino)-5-methoxypyrimidin-2-ylamino)-2-methylphenyl)-7-azaspiro[3.5]nonan-2-ylcarbamate